ClC1=C(C=CC(=C1)F)CC(=O)N1CC(CCC1CC)C(=O)OCC ethyl 1-(2-(2-chloro-4-fluorophenyl) acetyl)-6-ethylpiperidine-3-carboxylate